2-(4-{[(1R,2R)-2-hydroxycyclohexyl]amino}-5,6,7,8-tetrahydrophthalazin-1-yl)-5-(trifluoromethyl)phenol monohydrochloride Cl.O[C@H]1[C@@H](CCCC1)NC1=NN=C(C=2CCCCC12)C1=C(C=C(C=C1)C(F)(F)F)O